CSCCCCCCCCCCOCCOCCOCCOCCSSCCCC=[NH2+] 13,16,19,22-tetraoxa-2,25,26-trithiatriacontan-30-iminium